5-chloro-6-(difluoromethoxy)-N-((5-methyl[1,2,3]triazolo[1,5-b]pyridazin-3-yl)methyl)nicotinamide ClC=1C(=NC=C(C(=O)NCC=2N=NN3N=CC(=CC32)C)C1)OC(F)F